C(C)(C)C1=C(NC2=C1N=C(S2)C2CCNCC2)C2=C1C=CC=NC1=C(C=C2)C#N 5-(6-isopropyl-2-(piperidin-4-yl)-4H-pyrrolo[3,2-d]thiazol-5-yl)quinoline-8-carbonitrile